4-amino-2-((dimethylamino)methyl)phenol NC1=CC(=C(C=C1)O)CN(C)C